C1(=CC=CC=C1)C(C1=CC=CC=C1)=NC(C#N)CC=1SC2=C(C1F)C=CC(=C2)C=2C=CC1=C(N(C(O1)=O)C)C2 2-[(diphenylmethylidene)amino]-3-[3-fluoro-6-(3-methyl-2-oxo-1,3-benzoxazol-5-yl)-1-benzothiophen-2-yl]propanenitrile